cis-1-(6-(3-methyl-3H-[1,2,3]triazolo[4,5-b]pyridin-6-yl)thieno[2,3-b]pyridin-2-yl)-3-(trifluoromethoxy)cyclobutanol CN1N=NC=2C1=NC=C(C2)C2=CC=C1C(=N2)SC(=C1)C1(CC(C1)OC(F)(F)F)O